methyl (S)-3-(3-(3,5-dimethyl-1H-pyrazol-1-yl)phenyl)-4-(2,6-diazaspiro[3.3]heptane-2-yl)butanoate CC1=NN(C(=C1)C)C=1C=C(C=CC1)[C@H](CC(=O)OC)CN1CC2(C1)CNC2